C(C1=CC=CC=C1)(=O)C1(C2=NCN([C@H]3C[C@H](O)[C@@H](CO)O3)C2=NC=N1)N 6-benzoyl-deoxyadenosine